tin-tin zinc [Zn].[Sn].[Sn]